CC1=NC2=CC3=C(C=C2C(N1)=O)N(CC3)C3COCC3 2-methyl-6-(tetrahydrofuran-3-yl)-7,8-dihydro-3H-pyrrolo[2,3-g]quinazolin-4(6H)-one